2-ethoxy-4-methylbenzenesulfonyl chloride C(C)OC1=C(C=CC(=C1)C)S(=O)(=O)Cl